2-diMethylaminoethanol CN(CCO)C